1-(5-tert-butoxypyrazolo[3,4-c]pyridin-1-yl)ethanone C(C)(C)(C)OC=1C=C2C(=CN1)N(N=C2)C(C)=O